3-[3-[2,5-dihydro-4-(1-methyl-1H-indol-3-yl)-2,5-dioxo-1H-pyrrole-3-yl]-1H-indol-1-yl]propylcarbamimidothioate CN1C=C(C2=CC=CC=C12)C1=C(C(NC1=O)=O)C1=CN(C2=CC=CC=C12)CCCNC(=N)[S-]